methyl 3-(1-acetyl-5-methoxy-1H-indole-3-carboxamido)-5-(2,3-dihydrobenzo[b][1,4]dioxin-6-yl)-4-fluorobenzoate C(C)(=O)N1C=C(C2=CC(=CC=C12)OC)C(=O)NC=1C=C(C(=O)OC)C=C(C1F)C1=CC2=C(OCCO2)C=C1